Fmoc-4,5-didehydroisoleucine C(=O)(OCC1C2=CC=CC=C2C2=CC=CC=C12)N[C@@H]([C@@H](C)C=C)C(=O)O